C(C)(C)(C)OC(=O)N1C(CC(CC1)N(C1CCNCC1)C)CC1=CC=CC=C1 benzyl-4-(methyl-(piperidin-4-yl)amino)piperidine-1-carboxylic acid tert-butyl ester